C(C1=CC=CC=C1)OC(NC(C)(C)C1=C(C(=NC=C1F)C1=CC=C(C=C1)F)F)=O {2-[3,5-difluoro-2-(4-fluorophenyl)pyridin-4-yl]Propan-2-yl}carbamic acid benzyl ester